N[C@@H]1C[C@H](N(C1)C(CN1C2=C(C3=CC(=CC=C13)C(F)(F)F)C(=NC=N2)N)=O)C(=O)NC2=NC(=CC=C2)Br (2S,4R)-4-amino-1-(2-(4-amino-6-(trifluoromethyl)-9H-pyrimido[4,5-b]indol-9-yl)acetyl)-N-(6-bromopyridin-2-yl)pyrrolidine-2-carboxamide